ClC=1C=C(C2=C(C=C(O2)CNC(=O)C=2C=NN3C2N=CC=C3)C1)C(=O)OC1CCCCC1 Cyclohexyl 5-chloro-2-((pyrazolo[1,5-a]pyrimidine-3-carboxamido)methyl)benzofuran-7-carboxylate